americium-neptunium [Np].[Am]